2-(4-bromophenyl)-[1,2,4]Triazole BrC1=CC=C(C=C1)N1N=CN=C1